(S)-8-chloro-4-((5,6-difluoropyridin-3-yl)amino)-6-(((1-phenyl-1H-1,2,3-triazol-4-yl)(pyridin-3-yl)methyl)amino)quinoline-3-carbonitrile ClC=1C=C(C=C2C(=C(C=NC12)C#N)NC=1C=NC(=C(C1)F)F)N[C@@H](C=1C=NC=CC1)C=1N=NN(C1)C1=CC=CC=C1